3-Chloro-N-(1-(5-(6-ethoxy-1H-pyrazolo[3',4':3,4]pyrazolo[1,5-a]pyridine-4-yl)pyrazin-2-yl)-4-methylpiperidin-4-yl)-5-fluoro-2-pyridinecarboxamide ClC=1C(=NC=C(C1)F)C(=O)NC1(CCN(CC1)C1=NC=C(N=C1)C=1C=2N(C=C(C1)OCC)N=C1C2C=NN1)C